[Cl-].[Cl-].C(C)(C)C=1C(C2=CC=CC(=C2C1)C1=CC=C(C=C1)C(C)(C)C)[Zr+2]C1C(=CC2=C(C=CC(=C12)C)C1=CC=CC=C1)C (2-isopropyl-4-(p-tert-butyl-phenyl)indenyl)(2,7-dimethyl-4-phenyl-indenyl)-zirconium dichloride